C(C=C)(=O)N1CC2(C1)CC(C2)N2N=C(C(=C2C)C2=C1C=NNC1=CC(=C2Cl)C)N2C1(CCC1)CN(CC2)C(C(=O)OC)(C)C methyl 2-(5-(1-(2-acryloyl-2-azaspiro[3.3]heptan-6-yl)-4-(5-chloro-6-methyl-1H-indazol-4-yl)-5-methyl-1H-pyrazol-3-yl)-5,8-diazaspiro[3.5]nonan-8-yl)-2-methylpropanoate